CC1=CC=C(C(=O)OC[C@]2(O[C@H](C[C@@H]2OC(C2=CC=C(C=C2)C)=O)N2C3=NC(=NC(=C3N=C2)N(C(=O)OC(C)(C)C)C(CCC)=O)F)C#C)C=C1 [(2R,3S,5R)-5-[6-[butanoyl(tert-butoxycarbonyl)amino]-2-fluoro-purin-9-yl]-2-ethynyl-3-(4-methylbenzoyl)oxy-tetrahydrofuran-2-yl]methyl 4-methylbenzoate